2-[(benzyloxy)carbonyl]-D-asparagine C(C1=CC=CC=C1)OC(=O)[C@@](N)(CC(N)=O)C(=O)O